5-Amino-8-furan-2-yl-3-(2-{4-[4-(2-methoxy-ethoxy)-phenyl]-pyrazol-1-yl}-ethyl)-1-methyl-1,3-dihydro-[1,2,4]triazolo[5,1-i]purin-2-one NC=1N2C(C=3N(C(N(C3N1)CCN1N=CC(=C1)C1=CC=C(C=C1)OCCOC)=O)C)=NC(=N2)C=2OC=CC2